C(N)(=O)[C@H]1N(CCC1)C1=CC=C(C=C1)[C@H](C)NC(=O)[C@H]1N(C[C@@H](C1)O)C([C@H](C(C)(C)C)NC(OC(C)(C)C)=O)=O tert-butyl ((S)-1-((2S,4R)-2-(((S)-1-(4-((S)-2-carbamoylpyrrolidin-1-yl)phenyl)ethyl)carbamoyl)-4-hydroxypyrrolidin-1-yl)-3,3-dimethyl-1-oxobutan-2-yl)carbamate